ClC=1C=C2C3=C(N(C2=C(C1)C1=CC=C(C=C1)OCC1(COC1)C)CC)C(=NC=C3)C 6-Chloro-9-ethyl-1-methyl-8-[4-(3-methyl-oxetan-3-ylmethoxy)-phenyl]-9H-pyrido[3,4-b]indole